Octane-1-Sulfonic Acid C(CCCCCCC)S(=O)(=O)O